6-amino-2-bromo-3-chlorobenzoic acid NC1=CC=C(C(=C1C(=O)O)Br)Cl